COCCOCCON1C(=CC2=CC=CC=C12)C(=O)N [2-(2-methoxyethoxy)ethoxy]-1H-indole-2-carboxamide